tert-butyl N-[3-[(1-benzyl-3,6-dihydro-2H-pyridin-4-yl)oxy]cyclobutyl]carbamate C(C1=CC=CC=C1)N1CCC(=CC1)OC1CC(C1)NC(OC(C)(C)C)=O